N-(2-(1-(7-methoxy-6-(2-methoxyethoxy)quinolin-4-yl)piperidin-4-yl)propyl)sulfamide formate salt C(=O)O.COC1=C(C=C2C(=CC=NC2=C1)N1CCC(CC1)C(CNS(=O)(=O)N)C)OCCOC